BrC=1C=C2C(=NC1)N(C=N2)CC2=CC1=C(OC(CO1)C=1C=NN(C1)C)C(=C2)OC 6-bromo-3-((8-methoxy-2-(1-methyl-1H-pyrazol-4-yl)-2,3-dihydrobenzo[b][1,4]dioxin-6-yl)methyl)-3H-imidazo[4,5-b]pyridine